CNCC=1N=C(OC1)C1=NC=CC=C1 N-methyl-1-(2-(pyridin-2-yl)oxazol-4-yl)methanamine